[4-(Phenylthio)phenyl]sulfonium triflate [O-]S(=O)(=O)C(F)(F)F.C1(=CC=CC=C1)SC1=CC=C(C=C1)[SH2+]